7-(7,7-difluoro-2-((2S,3R)-3-hydroxy-2-methylazetidin-1-yl)-6,7-dihydro-5H-cyclopenta[d]pyrimidin-4-yl)spiro[chromane-4,4'-oxazolidin]-2'-one FC1(CCC2=C1N=C(N=C2C2=CC=C1C(=C2)OCCC12NC(OC2)=O)N2[C@H]([C@@H](C2)O)C)F